3-bromo-N,N-diethylaniline CCN(CC)C1=CC(=CC=C1)Br